O=C1NC(CCC1C1=NN(C2=CC(=CC=C12)O[C@H]1[C@H](CC2(CN(C2)C(=O)OC(C)(C)C)CC1)C)C)=O tert-butyl (6S,7R)-7-[3-(2,6-dioxo-3-piperidyl)-1-methyl-indazol-6-yl]oxy-6-methyl-2-azaspiro[3.5]nonane-2-carboxylate